C(#N)C1(CCC1)C1=NN=C(O1)C=1C=CC2=C(NC([C@H](CS2)NC(OC(C)(C)C)=O)=O)C1 tert-butyl N-[(3R)-7-[5-(1-cyanocyclobutyl)-1,3,4-oxadiazol-2-yl]-4-oxo-3,5-dihydro-2H-1,5-benzothiazepin-3-yl]carbamate